C1(CCC1)CN(C)CC=1NC2=CC(=CC=C2C1)CNC(=O)C=1N=C2N(C(C1)=O)C=CC=C2 N-[[2-[[cyclobutylmethyl(methyl)amino]methyl]-1H-indol-6-yl]methyl]-4-oxo-pyrido[1,2-a]pyrimidine-2-carboxamide